allyl (2-hydroxypropyl) ether OC(COCC=C)C